NC1=C(C=C(C(=O)OC)C=C1)NCC1=CN=CO1 methyl 4-amino-3-(oxazol-5-ylmethylamino)benzoate